BrC=1C=C(C(=NC1)OCCCN(C)C)NS(=O)(=O)C1CCC1 N-(5-Bromo-2-(3-(dimethylamino)propoxy)pyridin-3-yl)cyclobutane-sulfonamide